carbazole lithium salt [Li].C1=CC=CC=2C3=CC=CC=C3NC12